O=C1N(CCC(N1)=O)C=1C=C(C(=O)OC2=C(C(=C(C(=C2F)F)F)F)F)C=CC1C (2,3,4,5,6-pentafluorophenyl) 3-(2,4-dioxohexahydropyrimidin-1-yl)-4-methyl-benzoate